(R)-4-(1-(3-(3-Chloro-4-fluorophenyl)-1-methylureido)ethyl)-N,N-dimethylisochinolin-1-carboxamid ClC=1C=C(C=CC1F)NC(N(C)[C@H](C)C1=CN=C(C2=CC=CC=C12)C(=O)N(C)C)=O